Benzyl-(3-fluoro-2-methoxy-4-methylphenyl)sulfane C(C1=CC=CC=C1)SC1=C(C(=C(C=C1)C)F)OC